(2-(Pyridin-2-ylmethoxy)pyridin-4-yl)methanamine N1=C(C=CC=C1)COC1=NC=CC(=C1)CN